C1(=CC=CC=C1)S(=O)(=O)N1C(=C(C2=CC(=CC=C12)Br)CBr)CBr 1-(benzenesulfonyl)-5-bromo-2,3-bis(bromomethyl)-1H-indole